(3S,4S) and (3R,4R)-3-(2,3-dihydro-1,4-benzodioxin-6-yl)-2-(2-methylpyridin-4-yl)-1-oxo-1,2,3,4-tetrahydroisoquinoline-4-carboxylic acid O1CCOC2=C1C=CC(=C2)[C@H]2N(C(C1=CC=CC=C1[C@@H]2C(=O)O)=O)C2=CC(=NC=C2)C |r|